{1-sec-Butyl-5-[1-(2-fluoro-ethyl)-1H-pyrazol-4-yl]-1H-pyrazolo[4,3-d]pyrimidin-7-yl}-[(R)-1-(7-methyl-imidazo[1,2-a]pyridin-2-yl)-ethyl]-amin C(C)(CC)N1N=CC=2N=C(N=C(C21)N[C@H](C)C=2N=C1N(C=CC(=C1)C)C2)C=2C=NN(C2)CCF